(S)-oxetane-2-methylamine O1[C@@H](CC1)CN